Di(2-ethylhexyl) peroxydicarbonate C(=O)(OCC(CCCC)CC)OOC(=O)OCC(CCCC)CC